ClC1=NC(=C2NC(=NC2=N1)Br)Br 2-chloro-6,8-dibromopurine